ClC1=CC=C(C=C1)N1CCC(CC1)NC=1N=NNC1C(=O)O 4-((1-(4-chlorophenyl)piperidin-4-yl)amino)-1H-1,2,3-triazole-5-carboxylic acid